4-(3-((methoxymethoxy)methyl)phenyl)-2,5-dihydro-1H-pyrrole-1,2-dicarboxylic acid 1-tert-butyl ester 2-methyl ester COC(=O)C1N(CC(=C1)C1=CC(=CC=C1)COCOC)C(=O)OC(C)(C)C